di-hydroxyphenol OC=1C(=C(C=CC1)O)O